The molecule is a diterpene lactone isolated from the whole plants of Ajuga ciliata. It has a role as a plant metabolite. It is a butenolide, an acetate ester, a diterpene lactone and a spiro-epoxide. C[C@@H]1C[C@@H]([C@@]2([C@@H]([C@@]1(C)C[C@@H](C3=CC(=O)OC3)O)[C@@H](CC[C@]24CO4)OC(=O)C)COC(=O)C)OC(=O)C